(Z)-N-(3-((2,2-difluoroethyl)amino)-3-((2,2-difluoroethyl)imino)propyl)-1-methyl-4-(1-methyl-4-nitro-1H-pyrrole-2-carboxamido)-1H-pyrrole-2-carboxamide FC(CN\C(\CCNC(=O)C=1N(C=C(C1)NC(=O)C=1N(C=C(C1)[N+](=O)[O-])C)C)=N/CC(F)F)F